Ethyl 4,5,6,7-tetrahydrothieno[2,3-c]pyridine-7-carboxylate S1C=CC2=C1C(NCC2)C(=O)OCC